ClC=1C=C2C(C(=CN(C2=CC1N1[C@H](CCC1)COC1=NC=CC=C1Cl)C=1C=NN(C1)C)C(=O)O)=O (R)-6-chloro-7-(2-(((3-chloropyridin-2-yl)oxy)methyl)pyrrolidin-1-yl)-1-(1-methyl-1H-pyrazol-4-yl)-4-oxo-1,4-dihydroquinoline-3-carboxylic acid